rac-6-(1-isopropyl-1H-pyrazol-3-yl)-N-((1R,3S)-3-methoxycyclopentyl)-2-(1-methyl-1H-imidazol-2-yl)-5-phenylpyrrolo[2,1-f][1,2,4]triazin-4-amine hydrochloride salt Cl.C(C)(C)N1N=C(C=C1)C=1C(=C2C(=NC(=NN2C1)C=1N(C=CN1)C)N[C@H]1C[C@H](CC1)OC)C1=CC=CC=C1 |r|